C(C1=CC=CC=C1)OC([C@@H](NC(=O)OCC1=CC=CC=C1)CCC(=O)O)=O Cbz-glutamic acid benzyl ester